tert-butyl ((6-cyclopropyl-8-(3-methyl-2,4-dioxoimidazolidin-1-yl)imidazo[1,2-a]pyridin-2-yl)methyl)carbamate C1(CC1)C=1C=C(C=2N(C1)C=C(N2)CNC(OC(C)(C)C)=O)N2C(N(C(C2)=O)C)=O